C(C)(C)OCCN(CCC(C(=O)O)NC(=O)C12CC(C1)(C2)C(F)(F)F)CCCCC2=NC=1NCCCC1C=C2 4-[2-isopropoxyethyl-[4-(5,6,7,8-tetrahydro-1,8-naphthyridin-2-yl)butyl]amino]-2-[[3-(trifluoromethyl)bicyclo[1.1.1]pentane-1-carbonyl]amino]butanoic acid